1-(2-hydroxyethyl)3,3-dimethylindole OCCN1CC(C2=CC=CC=C12)(C)C